C(C)C(CC(=O)NC(C(=O)O)CCNCCCCC1=NC=2NCCCC2C=C1)CC 2-(3-ethylpentanoylamino)-4-[4-(5,6,7,8-tetrahydro-1,8-naphthyridin-2-yl)butylamino]butanoic acid